Cl.CC=1C(=NC(=NC1)N1CC2(CC1)CCNCC2)C(F)(F)F 2-(5-methyl-4-(trifluoromethyl)pyrimidin-2-yl)-2,8-diazaspiro[4.5]decane hydrochloride